benzyl 4-(4-(2-(difluoromethoxy)benzyl)-3-oxo-3,4-dihydropyrazino[2,3-b]pyrazin-2-yl)piperidine-1-carboxylate FC(OC1=C(CN2C(C(=NC3=NC=CN=C32)C3CCN(CC3)C(=O)OCC3=CC=CC=C3)=O)C=CC=C1)F